N-ethyl-pyrrolidinium tetrafluoroborate F[B-](F)(F)F.C(C)[NH+]1CCCC1